3-chloro-4-((3-fluorobenzyl)oxy)benzene ClC=1C=CC=CC1OCC1=CC(=CC=C1)F